bis(9H-carbazol-9-yl)biphenyl C1=CC=CC=2C3=CC=CC=C3N(C12)C1=CC=C(C=C1)C1=CC=C(C=C1)N1C2=CC=CC=C2C=2C=CC=CC12